C(C)OC1=C(C=CC=C1)CCC(C)NCC1(CCCCC1)O (((4-(2-ethoxyphenyl)butan-2-yl)amino)methyl)cyclohexanol